6-fluoro-2-methyl-7-cyanobenzo[d]isothiazole FC1=C(C2=C(CN(S2)C)C=C1)C#N